C1(CC1)NC(C1=CC(=C(C=C1)C)C=1C=NN(C1)C1=CN=C2N1C=C(C=C2)S(=O)(=O)CC)=O N-cyclopropyl-3-[1-(6-ethanesulfonyl-imidazo[1,2-a]pyridin-3-yl)-1H-pyrazol-4-yl]-4-methyl-benzamide